2-([1,4]Dioxan-2-ylmethoxy)-9-(3-methoxy-phenyl)-6,7-dihydro-pyrimido[6,1-a]isoquinolin-4-one O1C(COCC1)COC1=NC(N2C(C3=CC=C(C=C3CC2)C2=CC(=CC=C2)OC)=C1)=O